3-(2-(((1S,3S)-3-((4-((tert-butoxycarbonyl)amino)butyl)amino)cyclohexyl)amino)-5-(trifluoromethyl)pyrimidin-4-yl)-7-(dimethylphosphoryl)-1H-indole-6-carboxylic acid C(C)(C)(C)OC(=O)NCCCCN[C@@H]1C[C@H](CCC1)NC1=NC=C(C(=N1)C1=CNC2=C(C(=CC=C12)C(=O)O)P(=O)(C)C)C(F)(F)F